CC1(CCC1)C(=O)ON1C(C2=CC=CC=C2C1=O)=O 2-{[(methylcyclobutyl)carbonyl]oxy}isoindole-1,3-dione